ethyl 2-[(2S,3R)-3-[tert-butyl (dimethyl) silyl]oxy-3-(4-cyano-3,5-diethoxy-phenyl)-2-(cyclopentoxy)propyl]-1,3-benzothiazole-4-carboxylate [Si](C)(C)(C(C)(C)C)O[C@@H]([C@H](CC=1SC=2C(N1)=C(C=CC2)C(=O)OCC)OC2CCCC2)C2=CC(=C(C(=C2)OCC)C#N)OCC